5-chloro-2-(2-fluoro-4-pyridinyl)-4-pyrrolidin-1-yl-1H-pyrimidin-6-one ClC1=C(N=C(NC1=O)C1=CC(=NC=C1)F)N1CCCC1